C(CCCCCCCCCCCCC)OC[C@@H](OC(C)=O)COP(=O)([O-])OCC[N+](C)(C)C 1-tetradecyl-2-acetyl-sn-glycero-3-phosphocholine